methyl-2-(oxetan-3-yl)-2H-pyrazolo[4,3-b]Pyridine CC=1N(N=C2C1N=CC=C2)C2COC2